6-((((R,E)-cycloocta-4-en-1-yl)oxy)carbonyl)-L-lysine [C@@H]1(CC\C=C\CCC1)OC(=O)C(CCC[C@H](N)C(=O)O)N